C(C)(C)(C)N1CCC(CC1)N1N=C(C(=C1)N)OC 1-(1-(tert-butyl)piperidin-4-yl)-3-methoxy-1H-pyrazol-4-amine